N-[(1R)-1-[6-(piperazin-1-yl)pyridin-2-yl]ethyl]propionamide N1(CCNCC1)C1=CC=CC(=N1)[C@@H](C)NC(CC)=O